[C@H](C)(CC)[C@@H]1N([C@H](C2=C(NC1=O)C=CC=C2)C)C(=O)C=2C=NN(C2)C (3S,5S)-3-((S)-sec-butyl)-5-methyl-4-(1-methyl-1H-pyrazole-4-carbonyl)-1,3,4,5-tetrahydro-2H-benzo[e][1,4]diazepin-2-one